C1CCC12CCNCC2 7-azaspiro[3.5]nonan